5-amino-2-[4-(hydroxymethyl)cyclohexyl]-6-methoxy-isoindolin-1-one NC=1C=C2CN(C(C2=CC1OC)=O)C1CCC(CC1)CO